ClC1=C(C2=C(C=N1)N=C(S2)N2C(=CC=C2C)C)F 6-chloro-2-(2,5-dimethyl-1H-pyrrol-1-yl)-7-fluorothiazolo[4,5-c]pyridine